(2'R,4R,4'R)-3-methyl-1-phenyl-2'-(o-tolyl)-1'-tolyl-4'-vinyl-1',4'-dihydro-2'H-spiro[pyrazole-4,3'-quinolin]-5(1H)-one CC1=NN(C([C@]12[C@H](N(C1=CC=CC=C1[C@H]2C=C)C2=C(C=CC=C2)C)C2=C(C=CC=C2)C)=O)C2=CC=CC=C2